(S)-5-methyl-N-(3-(1-((2-(1-methyl-1H-pyrazol-4-yl)-1H-imidazo[4,5-b]pyrazin-5-yl)amino)ethyl)phenyl)nicotinamide CC=1C=NC=C(C(=O)NC2=CC(=CC=C2)[C@H](C)NC=2N=C3C(=NC2)NC(=N3)C=3C=NN(C3)C)C1